3-(2,2-difluoro-1-hydroxyethyl)-1H-indole-5-carbaldehyde FC(C(O)C1=CNC2=CC=C(C=C12)C=O)F